N1,N1-Dimethyl-N2-(2-methyl-1-(9H-thioxanthen-9-ylidene)-2,3-dihydro-1H-cyclopenta[a]naphthalen-5-yl)ethane-1,2-diamine CN(CCNC=1C=C2C(=C3C=CC=CC13)C(C(C2)C)=C2C1=CC=CC=C1SC=1C=CC=CC21)C